BrC=1C(=C(C(=O)OC)C(=CC1)F)F methyl 3-bromo-2,6-difluorobenzoate